(E)-3-(3,7-dimethylocta-2,6-dien-1-yl)-2,4-dihydroxy-6-pentyl-N-(phenylsulfonyl)benzamide C\C(=C/CC=1C(=C(C(=O)NS(=O)(=O)C2=CC=CC=C2)C(=CC1O)CCCCC)O)\CCC=C(C)C